(1,3,4-thiadiazole-2,5-diyl)bis(sulfanediyl)bis(ethane-2,1-diyl)diacrylate S1C(=NN=C1SCCC=CC(=O)[O-])SCCC=CC(=O)[O-]